(S)-4-[4-(2-acetamido-1-methylethyl)phenylamino]-7-methoxy-6-(3-(dimethylamino)propoxy)quinazoline C(C)(=O)NC[C@@H](C)C1=CC=C(C=C1)NC1=NC=NC2=CC(=C(C=C12)OCCCN(C)C)OC